Cl.[NH2+]1CC(CC=C1)C1=CC=[NH+]C=C1 tetrahydro-3,4'-bipyridinium hydrochloride